C(CCC)[C@H]1C(N2C(N(O1)C(=O)OCC1=CC=CC3=CC=CC=C13)CN(C([C@@H]2CC2=CC=C(C=C2)O)=O)C(C)C)=O (3S,6S)-naphthalen-1-ylmethyl 3-butyl-6-(4-hydroxybenzyl)-8-isopropyl-4,7-dioxohexahydropyrazino[2,1-c][1,2,4]oxadiazine-1(6H)-carboxylate